(2-chloro-5-fluorophenyl)magnesium bromide ClC1=C(C=C(C=C1)F)[Mg]Br